Undecyl 6-((2-(benzyloxy)ethyl)amino)hexanoate hydrochloride Cl.C(C1=CC=CC=C1)OCCNCCCCCC(=O)OCCCCCCCCCCC